2-mercaptoimidazole-5-carboxylic acid ethyl ester C(C)OC(=O)C1=CN=C(N1)S